azido-pyrophosphate P([O-])(=O)(OP(=O)([O-])[O-])N=[N+]=[N-]